C(C)(=O)OC1=C(C=C(C=C1F)\C=C\1/N=C(OC1=O)C)F (Z)-2,6-difluoro-4-((2-methyl-5-oxooxazol-4(5H)-ylidene)methyl)phenyl acetate